Ethyl 3-fluoroimidazo[1,2-a]pyrimidine-2-carboxylate FC1=C(N=C2N1C=CC=N2)C(=O)OCC